2-(1-Acryloyl-4-(2-(3-(dimethylamino)azetidin-1-yl)-7-(7-fluoro-3,4-dihydroquinolin-1(2H)-yl)-5,6,7,8-tetrahydroquinazolin-4-yl)-5-methylpiperazin-2-yl)acetonitrile C(C=C)(=O)N1C(CN(C(C1)C)C1=NC(=NC=2CC(CCC12)N1CCCC2=CC=C(C=C12)F)N1CC(C1)N(C)C)CC#N